Methyl 4-(7-(trifluoromethyl)-3,6-dihydro-2H-1,4-diazepin-5-yl)benzoate FC(C=1CC(=NCCN1)C1=CC=C(C(=O)OC)C=C1)(F)F